5-bromo-3-methyl-2-[3-[rel-(3R)-1-methyl-3-piperidyl]pyrido[2,3-b]pyrazin-6-yl]phenol BrC=1C=C(C(=C(C1)O)C=1C=CC=2C(=NC(=CN2)[C@H]2CN(CCC2)C)N1)C |o1:17|